methyl 3-(3,5-dimethylphenyl)-1-hydroxy-1,3-dihydrobenzo[c][1,2]oxaborole-3-carboxylate CC=1C=C(C=C(C1)C)C1(C2=C(B(O1)O)C=CC=C2)C(=O)OC